Cl.C1(=CC=CC=C1)S(=O)(=O)O benzenesulfonic acid monohydrochloride